C(C)[NH+](CC)CC.P([O-])([O-])=O.C(C)[NH+](CC)CC phosphonic acid triethylammonium salt